(S)-3-(2',4'-dimethoxybiphenyl-3-yl)-3-(3-(4-hydroxy-1,5-dimethyl-2-oxo-1,2-dihydropyridin-3-yl)ureido)propanoic acid COC1=C(C=CC(=C1)OC)C1=CC(=CC=C1)[C@H](CC(=O)O)NC(=O)NC=1C(N(C=C(C1O)C)C)=O